6-(2-(2,4-Difluoro-3-methoxyphenyl)-5,6-dihydro-4H-pyrrolo[1,2-b]pyrazol-3-yl)-[1,2,4]triazolo[1,5-a]pyridine FC1=C(C=CC(=C1OC)F)C=1C(=C2N(N1)CCC2)C=2C=CC=1N(C2)N=CN1